FC1=C(C(=O)C2C(CCCC2)C(=O)O)C=CC(=C1)C1=CC(=NN1C1OCCCC1)C 2-{2-Fluoro-4-[3-methyl-1-(tetrahydro-2H-pyran-2-yl)-1H-pyrazol-5-yl]benzoyl}-cyclohexanecarboxylic acid